perfluorotriethyl-silane F[Si](C(C(F)(F)F)(F)F)(C(C(F)(F)F)(F)F)C(C(F)(F)F)(F)F